NC1=C(C(=NN1C(C)C)C=1N=CC(=NC1)CC(=O)O)C#N 2-[5-(5-amino-4-cyano-1-isopropyl-pyrazol-3-yl)pyrazin-2-yl]acetic acid